5-[4-(hydroxyimino)-3,4-dihydro-1H-2-benzopyran-3-yl]-2-methoxyphenol ON=C1C(OCC2=C1C=CC=C2)C=2C=CC(=C(C2)O)OC